1-(1H-indol-3-yl)-N-((R)-1-phenylethyl)propan-2-amine N1C=C(C2=CC=CC=C12)CC(C)N[C@H](C)C1=CC=CC=C1